C(C)OC(=O)C1(CN(CC1)CC1=C(C=CC=C1)F)C1=NC(=NC=C1C(OC)OC)NCC1CC1 3-(2-((cyclopropylmethyl)amino)-5-(dimethoxymethyl)pyrimidin-4-yl)-1-(2-fluorobenzyl)pyrrolidine-3-carboxylic acid ethyl ester